C(C)(=O)N[C@@H](CC1=CNC2=CC=CC=C12)C(=O)O Acetyl-tryptophan